C(C)(C)(C)OC(=O)N1C[C@H](CC=C1C=1C=CC2=C(N=C(S2)C2CCN(CC2)C2CC2)C1)C.FC(C(C(C(C(C(C)(C)F)=O)=O)(F)F)(F)F)(CC)F heptafluorodimethyl-octanedione (S)-tert-butyl-6-(2-(1-cyclopropylpiperidin-4-yl)benzo[d]thiazol-5-yl)-3-methyl-3,4-dihydropyridine-1(2H)-carboxylate